tert-butyl (2-(4-(4-bromo-3-(pyridin-4-yl)-1H-pyrazol-1-yl) phenoxy)ethyl)(methyl)carbamate BrC=1C(=NN(C1)C1=CC=C(OCCN(C(OC(C)(C)C)=O)C)C=C1)C1=CC=NC=C1